tert-Butyl 2-(3-acetyl-5-(pyridazin-4-yl)-1H-indol-1-yl)acetate C(C)(=O)C1=CN(C2=CC=C(C=C12)C1=CN=NC=C1)CC(=O)OC(C)(C)C